4-(m-tolyl)piperidine-2-carboxamide C1(=CC(=CC=C1)C1CC(NCC1)C(=O)N)C